C1(CCC1)C1=NC(=NO1)C=1C=C2CC[C@H](C2=CC1)NC(=O)C=1C=NN(C1)CCOC (R)-N-(5-(5-cyclobutyl-1,2,4-oxadiazol-3-yl)-2,3-dihydro-1H-inden-1-yl)-1-(2-methoxyethyl)-1H-pyrazole-4-carboxamide